(4aR,8aS)-6-[3-[(E)-2-(2-fluoro-4-methyl-phenyl)vinyl]azetidine-1-carbonyl]-4,4a,5,7,8,8a-hexahydropyrido[4,3-b][1,4]oxazin-3-one FC1=C(C=CC(=C1)C)/C=C/C1CN(C1)C(=O)N1C[C@@H]2[C@@H](OCC(N2)=O)CC1